C(N(CC(=O)[O-])CC(=O)O)CN(CC(=O)O)CC(=O)[O-].[Ca+2] monocalcium edetate